ClC1=NN2C(N=CC3=C2[C@@](CN3C(=O)NC3=CC(=NO3)C(F)F)(C(F)(F)F)C)=C1 (R)-2-chloro-N-(3-(difluoromethyl)isoxazol-5-yl)-8-methyl-8-(trifluoromethyl)-7,8-dihydro-6H-pyrazolo[1,5-a]pyrrolo[2,3-e]pyrimidine-6-carboxamide